(2R,3R)-1-benzyl-3-(trifluoromethyl)aziridine-2-carboxylic acid C(C1=CC=CC=C1)N1[C@H]([C@@H]1C(F)(F)F)C(=O)O